CC1=C(C=C(C(=C1)C)S(=O)(=O)C)NC1=CC=C2C=NC(=NC2=C1)NC1=C(C=C2CCN(CC2=C1)C)OC N~7~-[2,4-dimethyl-5-(methyl-sulfonyl)phenyl]-N~2~-(6-methoxy-2-methyl-1,2,3,4-tetra-hydroisoquinolin-7-yl)quinazoline-2,7-diamine